N-(phenylsulfonyl)-N-(((trifluoromethyl)sulfinyl)oxy)benzenesulfonamide C1(=CC=CC=C1)S(=O)(=O)N(S(=O)(=O)C1=CC=CC=C1)OS(=O)C(F)(F)F